FC1(CCN(CC1)N1C(C(=CC=C1)NC(=O)C1=C(C=C(C=C1)NS(=O)(=O)CC(=O)OCC)N1CCC2(CC2)CC1)=O)F ethyl 2-(N-(4-((1-(4,4-difluoropiperidin-1-yl)-2-oxo-1,2-dihydropyridin-3-yl)carbamoyl)-3-(6-azaspiro[2.5]octan-6-yl)phenyl)sulfamoyl)acetate